(±)-2-[4-[[3-chloro-5-(trifluoromethyl)-2-pyridinyl]oxy]phenoxy]propanoic acid ClC=1C(=NC=C(C1)C(F)(F)F)OC1=CC=C(O[C@@H](C(=O)O)C)C=C1 |r|